FC=1C(=NC(=NC1)NC1=C(C(=CC=C1)S(=O)(=O)C)F)C1=CNC2=C(C=CC=C12)NC([C@@H](COC)N1CCN(CC1)C)=O (R)-N-(3-(5-fluoro-2-(2-fluoro-3-(methylsulfonyl)phenylamino)pyrimidin-4-yl)-1H-indol-7-yl)-3-methoxy-2-(4-methylpiperazin-1-yl)propionamide